(R)-N-(2-cyclopropyl-4-(6-((R)-1-hydroxypropyl)-4-methylpyridin-3-yl)-[1,2,4]triazolo[1,5-a][1,6]naphthyridin-8-yl)-2,2-difluorocyclopropane-1-carboxamide C1(CC1)C1=NN2C(C(=CC3=CN=C(C=C23)NC(=O)[C@@H]2C(C2)(F)F)C=2C=NC(=CC2C)[C@@H](CC)O)=N1